tert-butyl (2-(3-chloro-6,12-dioxo-6,12-dihydroindolo[2,1-b]quinazoline-8-carboxamido)ethyl)carbamate ClC1=CC=C2C(N3C(=NC2=C1)C(C1=CC(=CC=C13)C(=O)NCCNC(OC(C)(C)C)=O)=O)=O